C(C1=CC=CC=C1)NC(C[N+](C)(C)CC(=O)NC1=C(SC=C1C)C(=O)OC(C)C)=O 2-(benzylamino)-N-(2-((2-(isopropoxycarbonyl)-4-methylthiophen-3-yl)amino)-2-oxoethyl)-N,N-dimethyl-2-oxoethan-1-aminium